ClC1=CC=C(C(=N1)N1N=C(C=C1C)C#N)[C@@H]1OC[C@H](C1)C(F)F 1-[6-chloro-3-[(2R,4S)-4-(difluoromethyl)tetrahydrofuran-2-yl]-2-pyridyl]-5-methyl-pyrazole-3-carbonitrile